CC1COC2=C(C1N)C=CC=C2 3-methyl-3,4-dihydro-2H-1-benzopyran-4-amine